C(=O)C1=C(C=C(C=C1)C(F)(F)F)N1CC(OCC1)C(=O)O 4-(2-formyl-5-(trifluoromethyl)phenyl)morpholine-2-carboxylic acid